Cl.C(C1=CC=CC=C1)NC(CC1CCCCC1)C1=CC=CC=C1 N-benzyl-2-cyclohexyl-1-phenylethanamine hydrochloride